(4S)-N-[((R)-3-chloro-4-fluorophenyl)(6-cyanopyridin-2-yl)methyl]-2-oxoimidazolidine-4-carboxamide ClC=1C=C(C=CC1F)C(NC(=O)[C@H]1NC(NC1)=O)C1=NC(=CC=C1)C#N